C(C)N1C[C@@H](CC1)N1N=C(C(=C1)NC1=NC=C(C(=N1)NCCCN1C(CCCC1)=O)C(F)(F)F)C |r| rac-(R)-1-(3-((2-((1-(1-ethylpyrrolidin-3-yl)-methyl-1H-pyrazol-4-yl)amino)-5-(trifluoromethyl)pyrimidin-4-yl)amino)propyl)piperidin-2-one